CC1(CCC(CC1)CN1C=CC2=CC(=CC=C12)C(N)=O)C(=O)O methyl-trans-4-[(5-carbamoylindol-1-yl)methyl]cyclohexanecarboxylic acid